2,2-difluoro-1-[4-[1-methyl-4-(trifluoromethyl)imidazol-2-yl]phenyl]ethanol FC(C(O)C1=CC=C(C=C1)C=1N(C=C(N1)C(F)(F)F)C)F